O1CCC(CC1)N1C(=NC2=C1C=CC(=C2)C(=O)O)NC=2OC1=C(N2)C=CC(=C1)OC(F)(F)F 1-(tetrahydro-2H-pyran-4-yl)-2-((6-(trifluoro-methoxy)benzo[d]-oxazol-2-yl)amino)-1H-benzo[d]imidazole-5-carboxylic acid